C(CCCC(=O)OC(CCCCCCCC)CCCCCCCC)(=O)OCC(COC(=O)OCC1CN(CCC1)CC)COC(CCCCCCC\C=C/C\C=C/CCCCC)=O 3-((((1-ethylpiperidin-3-yl)methoxy)carbonyl)oxy)-2-((((9Z,12Z)-octadeca-9,12-dienoyl)oxy)methyl)propyl heptadecan-9-yl glutarate